ClC=1N=C(C2=C(N1)CCC2)C 2-chloro-4-methyl-6,7-dihydro-5H-cyclopenta[d]pyrimidin